4-((2,6-difluorobenzyl)amino)-2-((1-ethyl-1H-pyrazol-4-yl)amino)pyrimidin-5-carboxamide FC1=C(CNC2=NC(=NC=C2C(=O)N)NC=2C=NN(C2)CC)C(=CC=C1)F